N1([C@@H](CCC1)C(=O)OCCl)C(=O)OC(C)(C)C 2-(chloromethyl) 1-(1,1-dimethylethyl) (2S)-1,2-pyrrolidinedicarboxylate